FC(C=1N=C2N(N=C(C(=C2C)C)N2CC=3C=C(C=NC3CC2)C=2C=NC=CC2)C(C1)=O)F 2-(difluoromethyl)-8,9-dimethyl-7-(3-(pyridin-3-yl)-7,8-dihydro-1,6-naphthyridin-6(5H)-yl)-4H-pyrimido[1,2-b]pyridazin-4-one